3-oxo-2-phenyl-3-(pyridin-4-yl)propionitrile O=C(C(C#N)C1=CC=CC=C1)C1=CC=NC=C1